C=1N=C(N2C1C=NC=C2)C=2C=C(C=CC2OC2=CC=C(C=C2)C(F)(F)F)S(=O)(=O)NC 3-(imidazo[1,5-a]pyrazin-3-yl)-N-methyl-4-[4-(trifluoromethyl)phenoxy]benzene-1-sulfonamide